tert-butyl 6-(6-(2-formylhydrazine-1-carbonyl)-5-methoxypyrazin-2-yl)-2,6-diazaspiro[3.4]octane-2-carboxylate C(=O)NNC(=O)C1=C(N=CC(=N1)N1CC2(CN(C2)C(=O)OC(C)(C)C)CC1)OC